propyl 2-[3-nitro-4-({6-[(2R,3R,4R,5S)-3,4,5-trihydroxy-2-(hydroxymethyl)piperidin-1-yl]hexyl}amino)phenyl]acetate [N+](=O)([O-])C=1C=C(C=CC1NCCCCCCN1[C@@H]([C@H]([C@@H]([C@H](C1)O)O)O)CO)CC(=O)OCCC